1-cyclopropyl-6-fluoro-7-[(3R)-3-hydroxypyrrolidin-1-yl]-3-({[(2-methylpyridin-4-yl)methyl][(3S)-1-(pyridin-3-yl)piperidin-3-yl]amino}methyl)-1,4-dihydroquinolin-4-one C1(CC1)N1C=C(C(C2=CC(=C(C=C12)N1C[C@@H](CC1)O)F)=O)CN([C@@H]1CN(CCC1)C=1C=NC=CC1)CC1=CC(=NC=C1)C